C1(CC1)CN1N=CC=2C1=NC(=NC2NC=2N=CN(C2)C2=CC(=C(C(=C2)OC)OC)OC)CC2CC2 1,6-bis(cyclopropylmethyl)-N-(1-(3,4,5-trimethoxyphenyl)-1H-imidazol-4-yl)-1H-pyrazolo[3,4-d]pyrimidin-4-amine